6-(2-chloro-4-fluoro-phenoxy)-2-azaspiro[3.3]heptane-2-carboxylic acid tert-butyl ester C(C)(C)(C)OC(=O)N1CC2(C1)CC(C2)OC2=C(C=C(C=C2)F)Cl